N-((6S,7S)-5-(1-cyanocyclobutane-1-carbonyl)-6-((2-fluoro-[1,1'-biphenyl]-3-yl)methyl)-5-azaspiro[2.4]heptan-7-yl)-1,1-difluoromethanesulfonamide C(#N)C1(CCC1)C(=O)N1CC2(CC2)[C@@H]([C@@H]1CC=1C(=C(C=CC1)C1=CC=CC=C1)F)NS(=O)(=O)C(F)F